N1=NNC2=C1C=CC=C2 AZA-BENZIMIDAZOLE